tert-butyl (2R)-2-(hydroxymethyl)-3-methylbutanoate OC[C@H](C(=O)OC(C)(C)C)C(C)C